(2S,4R)-1-((S)-20-Amino-2-(tert-butyl)-4-oxo-6,9,12,15,18-pentaoxa-3-azaicosan-1-oyl)-4-hydroxy-N-(4-(4-methylthiazol-5-yl)benzyl)pyrrolidine-2-carboxamide hydrochloride Cl.NCCOCCOCCOCCOCCOCC(N[C@H](C(=O)N1[C@@H](C[C@H](C1)O)C(=O)NCC1=CC=C(C=C1)C1=C(N=CS1)C)C(C)(C)C)=O